C1(=CCCC1)C=1C=C(C=CC1)C1=CC=C(C=C1)N1CCN(CC1)C(=O)NC=1N=C(SC1)C#C 4-(3'-(cyclopent-1-en-1-yl)-[1,1'-biphenyl]-4-yl)-N-(2-ethynyl-thiazol-4-yl)piperazine-1-carboxamide